N-(1-methylpiperidin-4-yl)-6-[5-(prop-2-enamido)quinolin-3-yl]pyridine-2-carboxamide CN1CCC(CC1)NC(=O)C1=NC(=CC=C1)C=1C=NC2=CC=CC(=C2C1)NC(C=C)=O